NC1=C(C(NC2=CC(=C(C=C12)F)C(F)(F)F)=O)C(=O)OCC ethyl 4-amino-6-fluoro-2-oxo-7-(trifluoromethyl)-1H-quinoline-3-carboxylate